5-(6-Ethyl-2-fluoropyridin-3-yl)-1-(oxan-4-yl)-N-[(3S)-9-fluoro-2-oxo-5-phenyl-1,3-dihydro-1,4-benzodiazepin-3-yl]pyrazole-4-carboxamide C(C)C1=CC=C(C(=N1)F)C1=C(C=NN1C1CCOCC1)C(=O)N[C@@H]1C(NC2=C(C(=N1)C1=CC=CC=C1)C=CC=C2F)=O